4-(3-(Benzyloxy)phenyl)-7-methyl-8-(trifluoromethyl)-4,5-dihydro-1H-benzo[b][1,4]diazepin-2(3H)-one C(C1=CC=CC=C1)OC=1C=C(C=CC1)C1NC2=C(NC(C1)=O)C=C(C(=C2)C)C(F)(F)F